CN(CCOCCN(C)C)C 2-(2-dimethylaminoethyloxy)ethyl-dimethyl-amine